C(C1=CC=CC=C1)N([C@@H](CCO)CCCC)[C@@H](C)C1=CC=CC=C1 (R)-3-(benzyl-((S)-1-phenylethyl)amino)heptan-1-ol